FC=1C=C(C=CC1CCO)/C=C/C(=O)OCC ethyl (E)-3-[3-fluoro-4-(2-hydroxyethyl)phenyl]prop-2-enoate